C(C(C)C)C(C(=O)O)N(CCCCCCCCCC)CCCCCCCCCC isobutyl-N,N-didecylaminoacetic acid